(S)-4-(1-cyclohexenyl)-5,5-dimethyloxazolidinone C1(=CCCCC1)[C@@H]1NC(OC1(C)C)=O